(2-chloro-2-(4-fluorophenyl)ethyl)(methyl)sulfane ClC(CSC)C1=CC=C(C=C1)F